COC=1C=C2C(=NC(=NC2=CC1OC)C)NC(C)C1=CC=C(S1)C=1C=NN(C1)CC(=O)N 2-[4-(5-{1-[(6,7-dimethoxy-2-methylquinazolin-4-yl)amino]ethyl}thiophen-2-yl)-1H-pyrazol-1-yl]acetamide